(2R,4R)-4-hydroxy-4-methyl-N-[2-oxo-2-[[(1S)-1-phenylethyl]amino]-1-[4-(trifluoromethyl)-3-pyridyl]ethyl]-N-[4-(pentafluoro-λ6-sulfanyl)phenyl]pyrrolidine-2-carboxamide O[C@@]1(C[C@@H](NC1)C(=O)N(C1=CC=C(C=C1)S(F)(F)(F)(F)F)C(C(N[C@@H](C)C1=CC=CC=C1)=O)C=1C=NC=CC1C(F)(F)F)C